tert-butyl (3S,4S)-4-{(1S)-1-[(4E)-5-fluoro-4-(methoxyimino)-7-(5-oxo-4,5-dihydro-1,3,4-oxadiazol-2-yl)-3,4-dihydroquinolin-1(2H)-yl]ethyl}-3-methylpiperidine-1-carboxylate FC1=C2/C(/CCN(C2=CC(=C1)C=1OC(NN1)=O)[C@@H](C)[C@@H]1[C@@H](CN(CC1)C(=O)OC(C)(C)C)C)=N/OC